ClC=1C=C2C(=NC1)N(C(=C2C(=O)OC)C=O)CC2CCC(CC2)OC(C)C methyl 5-chloro-2-formyl-1-(((1r,4r)-4-isopropoxycyclohexyl)methyl)-1H-pyrrolo[2,3-b]pyridine-3-carboxylate